4-[[3-(3-cyclopropyl-6,8-dihydro-5H-[1,2,4]triazolo[4,3-a]pyrazine-7-carbonyl)-4-fluoro-phenyl]methyl]-6-prop-1-ynyl-2H-phthalazin-1-one C1(CC1)C1=NN=C2N1CCN(C2)C(=O)C=2C=C(C=CC2F)CC2=NNC(C1=CC=C(C=C21)C#CC)=O